COC(CN1C(O[C@]2(C1=O)CCC1=CC(=C(C=C12)F)NC(=O)NC)=O)=O (R)-2-(6-fluoro-5-(3-methylureido)-2',4'-dioxo-2,3-dihydrospiro[indene-1,5'-oxazolidine]-3'-yl)acetic acid methyl ester